C1(CCCC1)C1=C(C=C(COC=2C=C3C=CN(C3=C(C2)C)CCCO)C=C1)C(F)(F)F 3-(5-((4-cyclopentyl-3-(trifluoromethyl)benzyl)oxy)-7-methyl-1H-indol-1-yl)propan-1-ol